1,3-diphenyl-3-(6-methylindol-3-yl)-1-propanone C1(=CC=CC=C1)C(CC(C1=CNC2=CC(=CC=C12)C)C1=CC=CC=C1)=O